1-[(2S,5R)-2-methyl-5-(7H-pyrrolo[2,3-d]pyrimidin-4-ylamino)-1-piperidinyl]-2-propen-1-one C[C@@H]1N(C[C@@H](CC1)NC=1C2=C(N=CN1)NC=C2)C(C=C)=O